P(=O)([O-])([O-])[O-].C(CCCCCCCCCCCCCCC)(=O)OCC(CC=C[N+](C)(C)C)OC(CCCCCCCCCCCCCCCCC)=O.C(CCCCCCCCCCCCCCC)(=O)OCC(CC=C[N+](C)(C)C)OC(CCCCCCCCCCCCCCCCC)=O.C(CCCCCCCCCCCCCCC)(=O)OCC(CC=C[N+](C)(C)C)OC(CCCCCCCCCCCCCCCCC)=O (3-hexadecanoyloxy-2-octadecanoyloxy-propyl) 2-(trimethylazaniumyl) ethylene phosphate